FC=1C=C(C=NC1)CC(=O)N[C@H](C(=O)O)CCN(CCCCC1=NC=2NCCCC2C=C1)CCOC1=CC=CC=C1 (S)-2-(2-(5-fluoropyridin-3-yl)acetamido)-4-((2-phenoxyethyl)(4-(5,6,7,8-tetrahydro-1,8-naphthyridin-2-yl)butyl)amino)butanoic acid